3,5-Dimethyl-4-((4-methyl-2-phenyl-quinolin-6-yl)oxy)phenyl-3,5-dioxo-2,3,4,5-tetrahydro-1,2,4-triazine-6-carbonitrile CC=1C=C(C=C(C1OC=1C=C2C(=CC(=NC2=CC1)C1=CC=CC=C1)C)C)N1N=C(C(NC1=O)=O)C#N